5-[3-(1H-imidazol-5-yl)-6-{[(oxolan-3-yl)methoxy]methyl}imidazo[1,2-a]pyrimidin-2-yl]-3-(trifluoromethyl)-1H-1,2,4-triazole N1C=NC=C1C1=C(N=C2N1C=C(C=N2)COCC2COCC2)C2=NC(=NN2)C(F)(F)F